(2-Chloro-3-methoxy-phenyl)-[(7S)-2,7-dimethyl-3-[6-(trifluoromethyl)pyrazin-2-yl]-5,7-dihydro-4H-pyrazolo[3,4-c]pyridin-6-yl]methanone ClC1=C(C=CC=C1OC)C(=O)N1[C@H](C=2C(CC1)=C(N(N2)C)C2=NC(=CN=C2)C(F)(F)F)C